FC=1C=C(C=C2C(=CC=NC12)C(C)O)C1=NC(=NC=C1F)NC1=NC=C(C=C1)N1CCNCC1 1-(8-Fluoro-6-(5-fluoro-2-((5-(piperazin-1-yl)pyridin-2-yl)amino)pyrimidin-4-yl)quinolin-4-yl)ethanol